C(C)S(=O)(=O)NC1=CC(=C(C=C1F)C1=C2C(=NC(=C1)NC(=O)C1CC1)NC=C2)F N-(4-(4-(ethylsulfonylamino)-2,5-difluorophenyl)-1H-pyrrolo[2,3-b]pyridin-6-yl)cyclopropylcarboxamide